N-(2-(prop-1-en-2-yl)phenyl)pivaloyl-amide C=C(C)C1=C(C=CC=C1)[N-]C(C(C)(C)C)=O